2,2-dimethyl-N-[[4-[5-(trifluoromethyl)-1,2,4-oxadiazol-3-yl]phenyl]methyl]but-3-ynylamide CC(C[N-]CC1=CC=C(C=C1)C1=NOC(=N1)C(F)(F)F)(C#C)C